ClC1=CC=C(C=C1)NC(NC(NCCCCCCNC(NC(NC1=CC=C(C=C1)Cl)=N)=N)=N)=N N,N'-bis(4-chlorophenyl)-3,12-diimino-2,4,11,13-tetraazatetradecanediimidamide